N1=C(N=CC=C1)SCC=O 2-(PYRIMIDIN-2-YLSULFANYL)ACETALDEHYDE